CN(C1CCN(CC1)C1=C(C=CC(=N1)C(=O)OC)C)C methyl 6-[4-(dimethylamino)piperidin-1-yl]-5-methylpyridine-2-carboxylate